N-(3-(2-hydroxypropyl)-1,2,4-thiadiazol-5-yl)-5-(3-(trifluoromethoxy)phenyl)thiophene-3-carboxamide OC(CC1=NSC(=N1)NC(=O)C1=CSC(=C1)C1=CC(=CC=C1)OC(F)(F)F)C